tert-butyl-dimethyl-(2-prop-2-ynylhex-4-ynoxy)silane C(C)(C)(C)[Si](OCC(CC#CC)CC#C)(C)C